BrC1=CC2=C(N=C(N=C2N[C@H](C)C2=C(C(=CC=C2)C(F)F)F)C)N=C1OCC(F)F (R)-6-Bromo-7-(2,2-difluoroethoxy)-N-(1-(3-(difluoromethyl)-2-fluorophenyl)ethyl)-2-Methylpyrido[2,3-d]pyrimidin-4-amine